O1C(NC2=C1C=CC(=C2)C2(NC(=NC=C2F)NC=2C=CC(=NC2)N2[C@@H]1CO[C@H](C2)C1)N)=O 4-(benzoxazolin-2-one-5-yl)-N2-[2-((1S,4S)-2-oxa-5-azabicyclo[2.2.1]hept-5-yl)pyridin-5-yl]-5-fluoropyrimidine-2,4-diamine